C(=C)B1OC(C(O1)=O)=O 2-vinyl-1,3,2-dioxaborolane-4,5-dione